CO[Si](OCC)(OCC)OCC monomethoxytriethoxysilicon